N1(CCC1)C1=NN(C2=C1C=NC(=C2)Cl)C(CCO[Si](C)(C)C(C)(C)C)C 3-[3-(azetidin-1-yl)-6-chloro-pyrazolo[4,3-c]Pyridin-1-yl]Butoxy-tert-butyl-dimethyl-silane